N1=C(N=CC=C1)C#CC=1C=C(C(=O)NC=2C=C3CCCNC3=CC2)C=CC1 3-(2-pyrimidin-2-ylethynyl)-N-(1,2,3,4-tetrahydroquinolin-6-yl)benzamide